glycolic acid methyl-acetate COC(C)=O.C(CO)(=O)O